p-methoxyanilinediazonium COC1=CC=C(N[N+]#N)C=C1